1-cyclopentyl-3-methyl-6-((2-methyl-4-morpholinophenyl)amino)-1,3-dihydro-2H-imidazo[4,5-c]pyridin-2-one C1(CCCC1)N1C(N(C=2C=NC(=CC21)NC2=C(C=C(C=C2)N2CCOCC2)C)C)=O